FC=1C(=CC=2N(C1)C=NN2)CCCN2CC1(C2)CC(C1)OC=1C=CC=2N(C1C(F)(F)F)C(=NC2)C 6-fluoro-7-(3-(6-((3-methyl-5-(trifluoromethyl)imidazo[1,5-a]pyridin-6-yl)oxy)-2-azaspiro[3.3]heptan-2-yl)propyl)-[1,2,4]triazolo[4,3-a]pyridine